7-((7-methyl-6,7,8,9-tetrahydro-5H-pyrido[2,3-d]azepin-2-yl)amino)-4-(6-methylpyrazolo[1,5-a]pyridin-3-yl)isoindolin-1-one CN1CCC2=C(CC1)C=CC(=N2)NC=2C=CC(=C1CNC(C21)=O)C=2C=NN1C2C=CC(=C1)C